(2S,5R)-2-(3,5-dichlorophenyl)-5-methyl-piperidine ClC=1C=C(C=C(C1)Cl)[C@H]1NC[C@@H](CC1)C